N[C@H]1CS(C2=C(N(C1=O)CC1=CC=C(C=C1)Cl)C=C(C(=C2)F)C2=NOC(=N2)C21CNCC(C2)C1)(=O)=O (3R)-3-amino-7-[5-(3-azabicyclo[3.1.1]heptan-1-yl)-1,2,4-oxadiazol-3-yl]-5-[(4-chlorophenyl)methyl]-8-fluoro-1,1-dioxo-2,3-dihydro-1λ6,5-benzothiazepin-4-one